ClC=1C=CC=2N=CN=C(C2N1)NC=1C=NC=C(C1)Cl 6-chloro-N-(5-chloropyridin-3-yl)pyrido[3,2-d]pyrimidin-4-amine